ClCC(C)=O 1-chloro-2-propanone